NC=1C=2N(C3=C(N1)C=NC(=C3)C(=O)N3[C@H]1C4=C(O[C@@H](CC3)C1)C=C(C=C4)C(F)(F)F)C=NC2 (4-aminoimidazo[1,5-a]pyrido[3,4-e]pyrazin-8-yl)((2S,6R)-9-(trifluoromethyl)-3,4-dihydro-2H-2,6-methanobenzo[b][1,5]oxazocin-5(6H)-yl)methanone